FC1=C(C(=CC=C1)OC)C=1C=C/2C(=CN1)NC(\C2=C(\C)/NC2=CC=C(C=C2)N2CCNCC2)=O (Z)-5-(2-Fluoro-6-methoxyphenyl)-3-(1-((4-(piperazin-1-yl)phenyl)amino)ethylidene)-1H-pyrrolo[2,3-c]pyridin-2(3H)-one